Sodium 2,3-bis((4-((tert-butoxycarbonyl)amino)butanoyl)oxy)propyl ((R)-2,3-bis(tetradecanoyloxy)propyl) phosphate P(=O)(OCC(COC(CCCNC(=O)OC(C)(C)C)=O)OC(CCCNC(=O)OC(C)(C)C)=O)(OC[C@@H](COC(CCCCCCCCCCCCC)=O)OC(CCCCCCCCCCCCC)=O)[O-].[Na+]